NC[C@@]1(OC2=C(C1)C(=C(C=C2)Cl)C2=C(C=CC=C2F)NCCN)C2=CC=CC=C2 N1-(2-((2S,4S)-2-(Aminomethyl)-5-chloro-2-phenyl-2,3-dihydrobenzofuran-4-yl)-3-fluorophenyl)ethane-1,2-diamine